CS(=O)(=O)OCCCCCCCN1N=CC(=C1)C=1C2=C(C(=NC1)N)C(=NN2C)C2=CC(=C(C=C2)NS(=O)(=O)C(F)F)O[C@@H](C)C2=CC=C(C=C2)F 7-(4-{4-amino-3-[4-(difluoromethanesulfonamido)-3-[(1S)-1-(4-fluorophenyl)ethoxy]phenyl]-1-methyl-1H-pyrazolo[4,3-c]pyridin-7-yl}-1H-pyrazol-1-yl)heptyl methanesulfonate